ClC=1C=NC=C(C1C(C)OC=1C=C2C(=NNC2=CC1)C1=NC2=C(N1)CN(C2)S(=O)(=O)CC)Cl 5-(1-(3,5-Dichloropyridin-4-yl)ethoxy)-3-(5-(ethylsulfonyl)-1,4,5,6-tetrahydroPyrrolo[3,4-d]imidazol-2-yl)-1H-indazole